FC=1C(=C(C=CC1)N)N 3-fluoro-1,2-diaminobenzene